N6-methoxy-2-[(3-pyridinyl)ethynyl]-adenosine CONC=1C=2N=CN([C@H]3[C@H](O)[C@H](O)[C@@H](CO)O3)C2N=C(N1)C#CC=1C=NC=CC1